4-chloro-1,3-benzothiazol-5-amine ClC1=C(C=CC2=C1N=CS2)N